(4-(4,4,5,5-tetramethyl-1,3,2-dioxaborolane-2-yl)-1H-indol-7-yl)carbamate CC1(OB(OC1(C)C)C1=C2C=CNC2=C(C=C1)NC([O-])=O)C